ClC=1C=C(C=C(C1OC=1C=C2CCN(C(C2=CC1)=O)CC=1N=NC=CC1)Cl)N1N=CC(NC1=O)=O 2-(3,5-Dichloro-4-((1-oxo-2-(pyridazin-3-ylmethyl)-1,2,3,4-tetrahydroisoquinoline-6-yl)oxy)phenyl)-1,2,4-triazine-3,5(2H,4H)-dione